trans-methyl 2-((3-(2-methoxyphenyl)-1-((2-(trimethylsilyl)ethoxy)methyl)-1H-pyrrolo[2,3-b]pyridin-6-yl)carbamoyl)cyclopropane-1-carboxylate COC1=C(C=CC=C1)C1=CN(C2=NC(=CC=C21)NC(=O)[C@H]2[C@@H](C2)C(=O)OC)COCC[Si](C)(C)C